C(C)(C)(C)OC(=O)NC=1C=C(NC1C=1COC(C1C#N)C)C(=O)OCC ethyl 4-((tert-butoxy carbonyl)amino)-5-(4-cyano-5-methyl-2,5-dihydrofuran-3-yl)-1H-pyrrole-2-carboxylate